N-((6-(8-oxa-3-azabicyclo[3.2.1]oct-3-yl)-4-((R)-3-methylmorpholino)pyridazin-3-yl)methyl)-1H-pyrazole-5-carboxamide C12CN(CC(CC1)O2)C2=CC(=C(N=N2)CNC(=O)C2=CC=NN2)N2[C@@H](COCC2)C